O=C1NC2=C(OC3=C1C=CC(=C3)C=3C=C(C=CC3)NS(=O)(=O)C)C=C(C=C2)OC(F)(F)F N-(3-(11-oxo-7-(trifluoromethoxy)-10,11-dihydrodibenzo[b,f][1,4]oxazepin-3-yl)phenyl)methanesulfonamide